(trifluoromethyl)imidazo[1,2-a][1,7]naphthyridine-6-carboxamide FC(F)(F)C1=NC=CC=2C=C(C=3N(C12)C=CN3)C(=O)N